5-phenyl-2-(phenyliodomethylene)cyclohexane-1,3-dione C1(=CC=CC=C1)C1CC(C(C(C1)=O)=C(I)C1=CC=CC=C1)=O